FC(C(=O)O)(F)F.ClC1=CC(=C(C(=N1)C1=C2C(=NC=C1)C=C(S2)CN2C(C1C(C1C2=O)(C)C)=O)N2C(NCCC2)=O)C 3-((7-(6-chloro-4-methyl-3-(2-oxotetrahydropyrimidin-1(2H)-yl)pyridin-2-yl)thieno[3,2-b]pyridin-2-yl)methyl)-6,6-dimethyl-3-azabicyclo[3.1.0]hexane-2,4-dione 2,2,2-trifluoroacetate